1-hydroxyisoquinoline-3-carboxamide OC1=NC(=CC2=CC=CC=C12)C(=O)N